tertiarybutyl-phenol C(C)(C)(C)C1=C(C=CC=C1)O